OC1CCN(CC1)C1=C2C=CNC(C2=CN=C1)=O 5-(4-hydroxypiperidin-1-yl)-1,2-dihydro-2,7-naphthyridin-1-one